4,4-bis(hept-2-yn-1-yloxy)butanoic acid C(C#CCCCC)OC(CCC(=O)O)OCC#CCCCC